(S)-3-methyl-5-(4-palmitoyloxy-2,6,6-trimethyl-3-oxo-1-cyclohexen-1-yl)-2,4-pentadienyl-triphenylphosphonium bromide [Br-].CC(=CC[P+](C1=CC=CC=C1)(C1=CC=CC=C1)C1=CC=CC=C1)C=CC1=C(C([C@H](CC1(C)C)OC(CCCCCCCCCCCCCCC)=O)=O)C